(2-Ethoxy-1-methoxyethoxy)ethene C(C)OCC(OC=C)OC